3,3,5-trimethyl-5-isocyanatomethyl-1-isocyanatocyclohexane CC1(CC(CC(C1)(CN=C=O)C)N=C=O)C